N1,N1'-([1,1':2',1''-terphenyl]-4,4''-diylbis(methylene))bis(N3-(3-(isobutylamino)propyl)propane-1,3-diamine), hydrochloride salt Cl.C1(=CC=C(C=C1)CNCCCNCCCNCC(C)C)C=1C(=CC=CC1)C1=CC=C(C=C1)CNCCCNCCCNCC(C)C